4-((2r,4r)-2-(3-cyclopropyl-1,2,4-oxadiazol-5-yl)-6,9-dioxo-5-(4-(trifluoromethyl)-benzyl)-5,8-diazaspiro[3.5]-nonan-8-yl)-3-fluoro-benzonitrile C1(CC1)C1=NOC(=N1)C1CC2(C1)N(C(CN(C2=O)C2=C(C=C(C#N)C=C2)F)=O)CC2=CC=C(C=C2)C(F)(F)F